O[C@@H](C=C)[C@@]1([C@H](CC1)CN1C2=C(OCC3(CCCC4=CC=CC=C34)C1)C=CC(=C2)C(=O)N)C 5-(((1S,2S)-2-((S)-1-hydroxyallyl)-2-methylcyclobutyl)methyl)-3',4,4',5-tetrahydro-2H,2'H-spiro[benzo[b][1,4]oxazepine-3,1'-naphthalene]-7-carboxamide